C(#N)C1=C(OCC2=NC=CC(=N2)OC2CCN(CC2)CC2=NC3=C(N2C[C@H]2OCC2)C=C(C=C3F)C(=O)O)C=CC(=C1)F 2-{[4-({2-[(2-cyano-4-fluorophenoxy)methyl]pyrimidin-4-yl}oxy)piperidin-1-yl]methyl}-4-fluoro-1-{[(2S)-oxetan-2-yl]methyl}-1H-1,3-benzodiazole-6-carboxylic acid